N-(2-(4-((1R,4R)-2-oxa-5-azabicyclo[2.2.1]heptan-5-yl)piperidin-1-yl)-5-amino-6-methoxypyridin-3-yl)acrylamide [C@H]12OC[C@H](N(C1)C1CCN(CC1)C1=NC(=C(C=C1NC(C=C)=O)N)OC)C2